FC=1C=CC(=C(C1)C=1SC(=CN1)C(=O)OCC)CO ethyl 2-[5-fluoro-2-(hydroxymethyl)phenyl]thiazole-5-carboxylate